3-methylsulfanyl-5,6-epoxycholestane CSC1CC23C(C[C@H]4[C@@H]5CC[C@H]([C@@H](CCCC(C)C)C)[C@]5(CC[C@@H]4[C@]2(CC1)C)C)O3